O=C(CN1C(NC2=NC=C(C=C21)C2=CC(=CC=C2)C(F)(F)F)=O)N2CCCCC2 1-[2-oxo-2-(1-piperidinyl)ethyl]-6-[3-(trifluoromethyl)phenyl]-3H-imidazo[4,5-b]pyridin-2-one